The molecule is a diphenylethane that is 1,2-dihydrostilbene substituted by hydroxy groups at positions 3, 4 and 4', a methoxy group at position 5 and an ethoxy group at alpha-position (the S stereoisomer). It is isolated from the stems of Dendrobium candidum and exhibits antioxidant activity. It has a role as a metabolite and a radical scavenger. It is a member of catechols, a diphenylethane and a member of methoxybenzenes. It derives from a hydride of a 1,2-dihydrostilbene. CCO[C@@H](CC1=CC=C(C=C1)O)C2=CC(=C(C(=C2)OC)O)O